(1S,22E)-13,20-dimethyl-12-phenyl-5,9,14,20,26,28-hexazahexacyclo[22.5.2.11,4.13,7.110,14.027,30]tetratriaconta-3,5,7(33),22,24(31),25,27(30)-heptaene-8,29,32-trione CC1C(CC2NC(C=3C=NC4=C(C[C@]5(C(NC=6N=CC(/C=C/CN(CCCCCN1C2=O)C)=CC56)=O)C4)C3)=O)C3=CC=CC=C3